tetrahydro-2H-pyran-4-yl 3-(2-(dimethylamino)ethyl)-4-(((((tetrahydro-2H-pyran-4-yl)oxy)carbonyl)oxy)methoxy)-1H-indole-1-carboxylate CN(CCC1=CN(C2=CC=CC(=C12)OCOC(=O)OC1CCOCC1)C(=O)OC1CCOCC1)C